tert-butyl (2-((2-(6-((diethoxyphosphoryl)methyl)-1,2,4,5-tetrazin-3-yl)pyrimidin-5-yl)amino)-2-oxoethyl)carbamate C(C)OP(=O)(OCC)CC1=NN=C(N=N1)C1=NC=C(C=N1)NC(CNC(OC(C)(C)C)=O)=O